ClC1=C(C(=O)NC=2C=C3C=C(N(C3=CC2)C)C(=O)OCC)C=C(C=C1)CNC(C(C)C)=O Ethyl 5-(2-chloro-5-(isobutyrylaminomethyl) benzoylamino)-1-methyl-1H-indole-2-carboxylate